3-[2-(2-aminopyrimidin-5-yl)ethynyl]-4-(difluoromethoxy)-N-[(5S,6S)-6-hydroxyspiro[2.4]heptane-5-yl]benzamide NC1=NC=C(C=N1)C#CC=1C=C(C(=O)N[C@H]2CC3(CC3)C[C@@H]2O)C=CC1OC(F)F